2-(Thiophen-3-yl)ethylamine hydrochloride Cl.S1C=C(C=C1)CCN